2-(o-chloroanilino)-3-chloro-6-cyclohexylaminofluorane ClC1=C(NC2CC(CCC2Cl)NF)C=CC=C1